ClC=1C=C(OCC(=O)N2CCCC2)C=C(C1CC1=CC(=C(C=C1)O)C(C)C)Cl 2-(3,5-dichloro-4-(4-hydroxy-3-isopropylbenzyl)phenoxy)-1-(pyrrolidin-1-yl)ethan-1-one